C1=CC=CC=2C=3C(=CC=CC3NC12)C#N carbazole-5-carbonitrile